(R)-N-[3-(2-chloro-5-fluorophenyl)-1-oxo-6-{[1,2,4]triazolo[1,5-a]pyridin-6-yl}-2,3-dihydro-1H-isoindol-4-yl]-3-fluoro-5-(trifluoromethyl)benzamide ClC1=C(C=C(C=C1)F)[C@@H]1NC(C2=CC(=CC(=C12)NC(C1=CC(=CC(=C1)C(F)(F)F)F)=O)C=1C=CC=2N(C1)N=CN2)=O